ClC1=C(C(=CC=C1Cl)OCOC)C=N[S@](=O)C(C)(C)C (R)-N-[[2,3-dichloro-6-(methoxymethoxy)phenyl]methylidene]-2-methylpropane-2-sulfinamide